FC1CC(N(C1)C(CC1=NC=NC=C1)=O)C(=O)NC(C1=CC=CC=C1)C1=CC(=C(C=C1)C(C)C)F 4-fluoro-N-{[3-fluoro-4-(propan-2-yl)phenyl](phenyl)methyl}-1-[2-(pyrimidin-4-yl)acetyl]pyrrolidine-2-carboxamide